6-({[(Pyridin-4-yl)methyl]carbamoyl}amino)-1,2-benzoxazole-3-carboxylic acid N1=CC=C(C=C1)CNC(=O)NC1=CC2=C(C(=NO2)C(=O)O)C=C1